NC1=C(C2=C(CN([C@@H](C2)C)C(=O)OC(C)(C)C)S1)C=1SC2=C(N1)C=C(C=C2)Br tert-Butyl (R)-2-amino-3-(5-bromobenzo[d]thiazol-2-yl)-5-methyl-4,7-dihydrothieno[2,3-c]pyridine-6(5H)-carboxylate